IC=1C=C2C(=CC(=NC2=CC1)N(CC(=O)OC)C)C1=CC=NC=C1 methyl N-(6-iodo-4-(pyridin-4-yl) quinolin-2-yl)-N-methylglycinate